(2-((2-chloro-6-(diethoxymethyl)-7H-pyrrolo[2,3-d]pyrimidin-7-yl)methyl)phenyl)dimethylphosphine ethyl-4-amino-5-cyano-6-(8-methyl-1-naphthyl)pyridine-3-carboxylate C(C)OC(=O)C=1C=NC(=C(C1N)C#N)C1=CC=CC2=CC=CC(=C12)C.ClC=1N=CC2=C(N1)N(C(=C2)C(OCC)OCC)CC2=C(C=CC=C2)P(C)C